C(CCCCCCCC=CCCCCCCCC)(=O)OC 9-OCTADECENOIC ACID, METHYL ESTER